ClC1=C2C=3C(=NC(=NC3C=C1B(O)O)OC[C@]13CCCN3CC(C1)=C)N(CCO2)C (S)-(8-chloro-4-methyl-2-((2-methylenetetrahydro-1H-pyrrolizin-7a(5H)-yl)methoxy)-5,6-dihydro-4H-[1,4]oxazepino[5,6,7-de]quinazolin-9-yl)boronic acid